tert-butyl (3S)-4-[[3-(4-chloro-2-fluoro-benzoyl)-4,5-dimethyl-2-thienyl]amino]-3-(9H-fluoren-9-ylmethoxy-carbonyl amino)-4-oxo-butanoate ClC1=CC(=C(C(=O)C2=C(SC(=C2C)C)NC([C@H](CC(=O)OC(C)(C)C)NC(=O)OCC2C3=CC=CC=C3C=3C=CC=CC23)=O)C=C1)F